ClC1=CC=C2C=C(C=NC2=C1C=1C(=NC(=CC1)CC)N)F (7-chloro-3-fluoroquinolin-8-yl)-6-ethylpyridin-2-amine